CC=1N=CN(C1SC)COCC[Si](C)(C)C 4-methyl-5-(methylthio)-1-((2-(trimethylsilyl)ethoxy)methyl)-1H-imidazole